4-((5-Chloro-7-(2-((4-Chloro-3-(2,2-difluoroethyl)-2,6-dioxo-3,6-dihydropyrimidine-1(2H)-yl)methyl)thieno[3,2-b]pyridin-7-yl)-1H-indol-1-yl)methyl)piperidine-4-carbonitrile ClC=1C=C2C=CN(C2=C(C1)C1=C2C(=NC=C1)C=C(S2)CN2C(N(C(=CC2=O)Cl)CC(F)F)=O)CC2(CCNCC2)C#N